O1C=NC=C1C(=O)O OXAZOLE-5-CARBOXYLIC ACID